4-((2-phenylimidazo[1,2-a]pyridin-3-yl)amino)benzoate C1(=CC=CC=C1)C=1N=C2N(C=CC=C2)C1NC1=CC=C(C(=O)[O-])C=C1